2-(((1R)-1-(2-cyano-7-methyl-3-(5-methylhexahydropyrrolo[3,4-c]pyrrol-2(1H)-yl)quinoxalin-5-yl)ethyl)amino)benzoic acid C(#N)C1=NC2=CC(=CC(=C2N=C1N1CC2CN(CC2C1)C)[C@@H](C)NC1=C(C(=O)O)C=CC=C1)C